1,4,7-triazacyclononaneN N1=CCNCCNCC1